(S)-quinuclidin-3-yl (3,3-dimethyl-7-(2-(trifluoromethoxy)phenyl)chroman-4-yl)carbamate CC1(COC2=CC(=CC=C2C1NC(O[C@@H]1CN2CCC1CC2)=O)C2=C(C=CC=C2)OC(F)(F)F)C